1-(5-Fluoro-1H-indol-2-yl)propan-1-one tert-butyl-(R)-1-chloro-4-((1-(2-ethoxy-2-oxoethyl)piperidin-3-yl)amino)-5,7-dihydro-6H-pyrrolo[3,4-d]pyridazine-6-carboxylate C(C)(C)(C)OC(=O)N1CC=2C(=NN=C(C2C1)N[C@H]1CN(CCC1)CC(=O)OCC)Cl.FC=1C=C2C=C(NC2=CC1)C(CC)=O